IC[C@@H]1CN(CCC1)C(=O)OC(C)(C)C tert-butyl (3S)-3-(iodomethyl)piperidine-1-carboxylate